[1-(2-Trifluoromethyl-pyridin-4-yl)-pyrrolidin-3(R)-yl]-(5,8,8-trimethyl-3,6,8,9-tetrahydro-1H-7-oxa-2,4-diaza-cyclopenta[a]naphthalen-2-yl)-methanone FC(C1=NC=CC(=C1)N1C[C@@H](CC1)C(=O)N1CC=2C(=C3CC(OCC3=C(N2)C)(C)C)C1)(F)F